COC1=C(CNC2=NC(=C3NC=NC3=N2)O)C=CC=C1OC 2-(2,3-dimethoxybenzylamino)-6-hydroxypurine